potassium 4-hydroxyundecanoate OC(CCC(=O)[O-])CCCCCCC.[K+]